[4-(3-hydroxyphenyl)-1-ethyl-1H-pyrrol-2-yl](3,4,5-trimethoxyphenyl)methanone OC=1C=C(C=CC1)C=1C=C(N(C1)CC)C(=O)C1=CC(=C(C(=C1)OC)OC)OC